[Se](=O)(=O)(O)O.O=C[C@H](O)[C@@H](O)[C@H](O)[C@H](O)CO glucose selenate